N(=[N+]=[N-])CCCCOC1=CC2=C([C@]3([C@@](O2)([C@@H]([C@H]([C@H]3O)C(=O)OC)C3=CC=CC=C3)C3=CC=C(C=C3)OC)O)C(=C1)OC |r| rac-(1R,2R,3S,3aR,8bS)-methyl 6-(4-azidobutoxy)-1,8b-dihydroxy-8-methoxy-3a-(4-methoxyphenyl)-3-phenyl-2,3,3a,8b-tetrahydro-1H-cyclopenta[b]benzofuran-2-carboxylate